N1N=C(C=C1)C1=CC=C(C=C1)O 4-(1H-pyrazol-3-yl)phenol